N-(4-(4-(3-aminoazetidine-1-carbonyl)piperazine-1-carbonyl)-3-chlorophenyl)-5-(1-cyclopropyl-3-(trifluoromethyl)-1H-pyrazol-4-yl)-1-methyl-1H-imidazole-2-carboxamide formate C(=O)O.NC1CN(C1)C(=O)N1CCN(CC1)C(=O)C1=C(C=C(C=C1)NC(=O)C=1N(C(=CN1)C=1C(=NN(C1)C1CC1)C(F)(F)F)C)Cl